chloroformic acid chloromethyl ester ClCOC(=O)Cl